9-Ethyl-6,6-dimethyl-8-morpholin-4-yl-11-oxo-6,11-dihydro-5H-benzo[b]carbazole-3-carbonitrile C(C)C1=CC2=C(C(C=3NC4=CC(=CC=C4C3C2=O)C#N)(C)C)C=C1N1CCOCC1